N-((3-methyl-1-(2-oxo-1,2-dihydroquinolin-4-yl)piperidin-3-yl)methyl)sulfamide hydrochloride Cl.CC1(CN(CCC1)C1=CC(NC2=CC=CC=C12)=O)CNS(=O)(=O)N